C(C)[C@]1(C(OCC=2C(N3CC=4C(=NC=5C=C(C(=C6C5C4[C@@H](CC6)C(C(=O)N)C(C)O)C)F)C3=CC21)=O)=O)O ((1S,9S)-9-Ethyl-5-fluoro-9-hydroxy-4-methyl-10,13-dioxo-2,3,9,10,13,15-hexahydro-1H,12H-benzo[de]pyrano[3',4':6,7]indolizino[1,2-b]quinolin-1-yl)-3-hydroxybutyramide